4-fluoro-3-(1-isopentyl)-4-oxido-1,4-azaphosphinan FP1(C(CNCC1)CCC(C)C)=O